N-[2-(2-oxocyclohexyl)ethyl]acrylamide O=C1C(CCCC1)CCNC(C=C)=O